[N+](=O)(OCN1C(C2=CC=3C(N(C(C3C=C2C1=O)=O)CC(=O)N(C)C)=O)=O)[O-] (6-(2-(Dimethylamino)-2-oxoethyl)-1,3,5,7-tetraoxo-3,5,6,7-tetrahydropyrrolo[3,4-f]isoindol-2(1H)-yl)methyl nitrate